N-(2-methoxybenzyl)propan-2-amine COC1=C(CNC(C)C)C=CC=C1